((5-(1,1-dioxothiomorpholin-4-yl)-1,3,4-oxadiazol-2-yl)methyl)-2-(2,4-bis(trifluoromethyl)phenyl)-N-(4-fluorophenyl)acetamide O=S1(CCN(CC1)C1=NN=C(O1)CC(C(=O)NC1=CC=C(C=C1)F)C1=C(C=C(C=C1)C(F)(F)F)C(F)(F)F)=O